O(C1=CC=C(N)C=C1)C1=CC=C(N)C=C1 4,4'-Oxydianilin